tert-butyl 3-methyl-6-(1,4-dioxaspiro[4.5]Dec-7-en-8-yl)-3,4-dihydropyridine-1(2H)-carboxylate CC1CN(C(=CC1)C1=CCC2(OCCO2)CC1)C(=O)OC(C)(C)C